ClC1=CC=C(C(=N1)S(=O)(=O)N)O[C@H](C)C=1C=C(C=C2C(C(=C(OC12)C1=CN=C2COCCN21)C)=O)C 6-Chloro-3-[(1R)-1-[2-(6,8-dihydro-5H-imidazo[2,1-c][1,4]oxazin-3-yl)-3,6-dimethyl-4-oxo-chromen-8-yl]ethoxy]pyridine-2-sulfonamide